C1(=C(C=CC=C1)N(C1=C(C(=C(C=2C3=CC=CC=C3CC12)C(C)(C)C)C1=CC=CC=C1)C1=CC=CC=C1)C1=C(C=CC=C1)C1=CC=CC=2OC3=C(C21)C=CC=C3)C3=CC=CC=C3 (biphenylyl)(dibenzofuranylphenyl)(tert-butyldiphenylfluorenyl)amine